CS(=O)(=O)O[C@H](CNC1=NC2=C(C=C(C=C2C(N1CC=1C=NN(C1)C)=O)S(NC1(CC1)C)(=O)=O)N1CC(C1)(C)C#N)C (S)-1-((8-(3-cyano-3-methylazetidin-1-yl)-3-((1-methyl-1H-pyrazol-4-yl)methyl)-6-(N-(1-methylcyclopropyl)sulfamoyl)-4-oxo-3,4-dihydroquinazolin-2-yl)amino)propan-2-yl methanesulfonate